The molecule is a member of the class of quinazolines that is quinazoline-2,4(1H,3H)-dione which is substituted at position 3 by a 2-[4-(p-fluorobenzoyl)piperidin-1-yl]ethyl group. It has a role as an alpha-adrenergic antagonist, a serotonergic antagonist, an antihypertensive agent, a cardiovascular drug and an EC 3.4.21.26 (prolyl oligopeptidase) inhibitor. It is a member of quinazolines, a member of piperidines, an organofluorine compound and an aromatic ketone. C1CN(CCC1C(=O)C2=CC=C(C=C2)F)CCN3C(=O)C4=CC=CC=C4NC3=O